tert-butyl (5-(2-(3,3-difluoroazetidine-1-yl)acetyl)thiazol-2-yl)carbamate FC1(CN(C1)CC(=O)C1=CN=C(S1)NC(OC(C)(C)C)=O)F